C(#C)C1=CC=C2C3=C(NC2=C1)[C@H](N([C@@H](C3)C)CC(F)(F)F)C3=CC=C(C=N3)NC3CN(C3)CCCF 6-((1S,3R)-7-ethynyl-3-methyl-2-(2,2,2-trifluoroethyl)-2,3,4,9-tetrahydro-1H-pyrido[3,4-b]indol-1-yl)-N-(1-(3-fluoropropyl)azetidin-3-yl)pyridin-3-amine